C1(CC1)N1C(=O)N(C=2N=C(NC2C1=O)C=1C=NC(=CC1)NCC1=CC=C(C=C1)CN)CCC cyclopropyl-3-propyl-8-[6-({[4-(aminomethyl)phenyl]methyl}amino)pyridin-3-yl]xanthine